FC1C(C(N(C1)C(CNC(CCCOC1=CC=CC=C1)=O)=O)C(=O)N)O 4-fluoro-3-hydroxy-1-((4-phenoxybutyryl)glycyl)pyrrolidine-2-carboxamide